8-naphthalenesulfonic Acid C1=CC=CC2=CC=CC(=C12)S(=O)(=O)O